(+-)-α-methoxy-α-trifluoromethylphenylacetic acid CO[C@](C(=O)O)(C(F)(F)F)C1=CC=CC=C1 |r|